FC(C1=NN2C(N=C(C=C2NCC2(CN(C2)C(=O)NC23CC(C2)(C3)C#N)C3=NC=C(C=C3)F)C(F)(F)F)=C1)(F)F 3-(((2,5-bis(trifluoromethyl)pyrazolo[1,5-a]pyrimidin-7-yl)amino)methyl)-N-(3-cyanobicyclo[1.1.1]pentan-1-yl)-3-(5-fluoropyridin-2-yl)azetidine-1-carboxamide